isobutylene magnesium bromide [Br-].[Mg+2].CC(C)=C.[Br-]